7-bromobenzo[b]thiophene-3-carboxylic acid methyl ester COC(=O)C=1C2=C(SC1)C(=CC=C2)Br